CN(C(C1=CC=C(C=C1)C1=NOC(=N1)C(F)(F)F)=O)C1=CC=C(C=C1)C(F)(F)F N-methyl-4-(5-(trifluoromethyl)-1,2,4-oxadiazol-3-yl)-N-(4-(trifluoromethyl)phenyl)benzamide